BrC=1C(=NN2C1COCC2)C2=CC(=C(C=C2)Cl)F 3-bromo-2-(4-chloro-3-fluorophenyl)-6,7-dihydro-4H-pyrazolo[5,1-c][1,4]Oxazine